C1C=CC2=C(C1=O)CC3=CC=CC=C32 9H-fluorenone